ClC1=C(C=C(C=C1)N1C(OCCC1C1=NC2=C(N1[C@@H]1CC[C@H](CC1)OCC)C=CC(=C2)C=2C(=NOC2C)C)=O)F 3-(4-chloro-3-fluorophenyl)-4-(5-(3,5-dimethylisoxazol-4-yl)-1-((trans)-4-ethoxycyclohexyl)-1H-benzo[d]imidazol-2-yl)-1,3-oxazinan-2-one